ClC=1C=C(C=CC1)NC1=NC=NC2=CC=C(C=C12)C=1C=C(C=CC1)NS(=O)(=O)C N-(3-(4-((3-chlorophenyl)amino)quinazolin-6-yl)phenyl)methanesulfonamide